C(C)(C)(C)N(C(O)=O)CC1=CC=C(C=C1)C1=C(N=CS1)C1OCCO1.CN1C(=CC2=CC=CC=C12)C(=O)OC 1-methyl-2-methoxycarbonyl-indole tert-butyl-(4-(4-(1,3-dioxolan-2-yl)thiazol-5-yl)benzyl)carbamate